C(C)OC(=O)C=1C(N(C2=C(C(=C(C=C2C1F)F)F)OC)C1CC1)=O 1-cyclopropyl-6,7-difluoro-8-methoxyfluoroquinolone-3-carboxylic acid ethyl ester